NC1=C(C=C(C=C1)N)OC 2,5-diaminoanisole